C(C)(=O)N1C[C@@H](CC1)C(=O)O (R)-1-acetylpyrrolidine-3-carboxylic acid